bis(adamantan-1-yl)butylphosphane C12(CC3CC(CC(C1)C3)C2)C(CCCP)C23CC1CC(CC(C2)C1)C3